ClC1=NC=C(C(=N1)NC=1C=CC=C2C=CN(C12)S(=O)(=O)C)Cl N-(2,5-dichloropyrimidin-4-yl)-1-(methylsulfonyl)indol-7-amine